2-(((4-methoxy-3,5-dimethylpyridin-2-yl)methyl)amino)-1-propyl-1H-benzo[d]imidazole-5-carboxylic acid methyl ester COC(=O)C1=CC2=C(N(C(=N2)NCC2=NC=C(C(=C2C)OC)C)CCC)C=C1